2-methyl-1-phenylpent-4-en-1-ol CC(C(O)C1=CC=CC=C1)CC=C